Cl.BrC=1C=C(C=CC1)C(=N)N 3-bromobenzene-1-formamidine hydrochloride